1-[6-(2-aminoethylamino)-6-oxo-hexyl]-6-[(E)-2-[7-(diethylamino)-2-oxo-chromen-3-yl]vinyl]pyridin-1-ium-3-sulphonate NCCNC(CCCCC[N+]1=CC(=CC=C1\C=C\C=1C(OC2=CC(=CC=C2C1)N(CC)CC)=O)S(=O)(=O)[O-])=O